3-(dimethylamino)-1-methylquinolin-1-ium Trifluoromethanesulfonate FC(S(=O)(=O)[O-])(F)F.CN(C=1C=[N+](C2=CC=CC=C2C1)C)C